2-(benzyloxy)-2-methylpropan-1-ol C(C1=CC=CC=C1)OC(CO)(C)C